Lead-cadmium [Cd].[Pb]